(E)-1-(6-(difluoromethoxy)pyridin-3-yl)-N-(2,2,2-trifluoroethyl)methanimine FC(OC1=CC=C(C=N1)\C=N\CC(F)(F)F)F